5-(4-cyclohexyl-3-fluorophenyl)-3-(3-(fluoromethyl)azetidine-1-carbonyl)-7-oxo-4,7-dihydropyrazolo[1,5-a]Pyrimidine-2-carboxylic acid C1(CCCCC1)C1=C(C=C(C=C1)C=1NC=2N(C(C1)=O)N=C(C2C(=O)N2CC(C2)CF)C(=O)O)F